(R)-3-(isoquinolin-4-yl)-2-oxo-1-(6-(trifluoromethyl)pyridin-2-yl)imidazoline-4-carbonitrile C1=NC=C(C2=CC=CC=C12)N1C(N(C[C@@H]1C#N)C1=NC(=CC=C1)C(F)(F)F)=O